N'-[1,3-phenylenebis(methylene)]bis[bis(oxiran-2-ylmethyl)amine] C1(=CC(=CC=C1)CN(CC1OC1)CC1OC1)CN(CC1OC1)CC1OC1